3,7-di(1H-indazol-5-yl)-10-(2-(3-(trifluoromethyl)morpholino)ethyl)-10H-phenoxazine N1N=CC2=CC(=CC=C12)C=1C=CC=2N(C3=CC=C(C=C3OC2C1)C=1C=C2C=NNC2=CC1)CCN1C(COCC1)C(F)(F)F